1-(trans-4-((5-cyanopyridin-2-yl)amino)cyclohexyl)-1-(4-(1-methyl-1H-pyrazol-4-yl)phenyl)-3-(pyrimidin-2-ylmethyl)urea C(#N)C=1C=CC(=NC1)N[C@@H]1CC[C@H](CC1)N(C(=O)NCC1=NC=CC=N1)C1=CC=C(C=C1)C=1C=NN(C1)C